methyl-4-(N,N-bis(4-methoxybenzyl) sulfamoyl)-1-(4-fluorophenyl)-1H-indazole-6-carboxylate COC(=O)C1=CC(=C2C=NN(C2=C1)C1=CC=C(C=C1)F)S(N(CC1=CC=C(C=C1)OC)CC1=CC=C(C=C1)OC)(=O)=O